3-hydroxypropyl(triphenyl)phosphonium OCCC[P+](C1=CC=CC=C1)(C1=CC=CC=C1)C1=CC=CC=C1